CN1N=CC(=C1)C1=CC=2C(=NC=CC2N2C[C@@H]3CCC(C2)N3C3CC(C3)C#N)N1 (1s,3s)-3-(3-(2-(1-methyl-1H-pyrazol-4-yl)-1H-pyrrolo[2,3-b]pyridin-4-yl)-3,8-diazabicyclo[3.2.1]oct-8-yl)cyclobutane-1-carbonitrile